ethyl 1-(6-chloro-3,4-dihydro-2H-benzo[b][1,4]oxazine-2-carboxamido)piperidine-4-carboxylate ClC1=CC2=C(OC(CN2)C(=O)NN2CCC(CC2)C(=O)OCC)C=C1